5-(5-(1-(dimethylglycyl)piperidin-4-yl)-3-isopropyl-1H-indol-2-yl)-1-methylpyridin-2(1H)-one CN(CC(=O)N1CCC(CC1)C=1C=C2C(=C(NC2=CC1)C=1C=CC(N(C1)C)=O)C(C)C)C